N=1NN=NC1CC=1N=NN(N1)CC1=CC=C(C=C1)C1=CC=C(C=C1)C(=O)OC methyl 4'-({5-[(2H-1,2,3,4-tetrazol-5-yl)methyl]-2H-1,2,3,4-tetrazol-2-yl} methyl)-[1,1'-biphenyl]-4-carboxylate